4-[3-[2,6-dichloro-4-[1-[(2R)-2-hydroxy-3-methoxypropyl]pyrazol-4-yl]benzoyl]-2,4-dihydro-1,3-Benzoxazin-8-yl]-2-morpholin-4-ylbenzoic acid ClC1=C(C(=O)N2COC3=C(C2)C=CC=C3C3=CC(=C(C(=O)O)C=C3)N3CCOCC3)C(=CC(=C1)C=1C=NN(C1)C[C@H](COC)O)Cl